NC1=C(C=CC=C1)N1N=C(C=C1)NCC1=C(C(=CC(=C1Cl)OC)OC)Cl (2-aminophenyl)-N-(2,6-dichloro-3,5-dimethoxybenzyl)-1H-pyrazol-3-amine